C1(CC1)C=1C=NN2C1C(=CC(=C2)C=2N=NN(C2C)C2CCN(CC2)C#N)O[C@H](C)C2=NC=C(C=C2)F 4-[4-[3-Cyclopropyl-4-[(1R)-1-(5-fluoro-2-pyridyl)ethoxy]pyrazolo[1,5-a]pyridin-6-yl]-5-methyl-triazol-1-yl]piperidine-1-carbonitrile